C(CC(O)(C(=O)O)CC(=O)O)(=O)O.NC1=CC(=C(C(=O)NCC2CN(CCO2)CC2=CC=C(C=C2)F)C=C1Cl)OCC 4-amino-5-chloro-2-ethoxy-N-[[4-(4-fluorobenzyl)-2-morpholinyl]methyl]benzamide Citrate